tert-butyl 5-((diphenoxyphosphoryl)oxy)-2H-1,4-oxazine-4(3H)-carboxylate O(C1=CC=CC=C1)P(=O)(OC1=CC=CC=C1)OC=1N(CCOC1)C(=O)OC(C)(C)C